(1R,3S)-3-(3-{[(2-methyl-1,3-thiazol-5-yl)acetyl]amino}-1H-pyrazol-5-yl)cyclopentyl [(1S,2R)-2-methylcyclopentyl]carbamate C[C@H]1[C@H](CCC1)NC(O[C@H]1C[C@H](CC1)C1=CC(=NN1)NC(CC1=CN=C(S1)C)=O)=O